FC=1C=C(C=C(C1)OC)C(C)C1N(C2=CC=CC=C2C1)C(=O)N 1-(3-fluoro-5-methoxyphenyl)-ethylindoline-1-carboxamide